COC1=CC(=CC2=C1OC(CO2)C=2C=NC(=CC2)OC)CN2C=NC=1C2=NC=C(C1)N1CC(C1)(O)C 1-(3-((8-methoxy-2-(6-methoxypyridin-3-yl)-2,3-dihydrobenzo[b][1,4]dioxin-6-yl)methyl)-3H-imidazo[4,5-b]pyridin-6-yl)-3-methylazetidin-3-ol